C1=CC=CC=2C(=CC=3CC=4C=CC=CC4C3C21)S(=O)(=O)O 7H-benzo[c]fluorene-5-sulfonic acid